FC1=CC=C(OCC=2N=C3N(C=C(C=N3)C=3C=NC(=CC3)F)C2)C=C1 2-[(4-fluorophenoxy)methyl]-6-(6-fluoro-3-pyridyl)imidazo[1,2-a]pyrimidine